3-[(3R,9aS)-8-(2-Chloro-3-methoxybenzoyl)-3,4,6,7,9,9a-hexahydro-1H-pyrazino[2,1-c][1,4]oxazin-3-yl]-5-chloro-1H-pyridin-2-on ClC1=C(C(=O)N2C[C@H]3CO[C@@H](CN3CC2)C=2C(NC=C(C2)Cl)=O)C=CC=C1OC